[Pd+2].C(C)(C)(C)P(C1=CC=C(C=C1)N(C)C)C(C)(C)C.C(C)(C)(C)P(C1=CC=C(C=C1)N(C)C)C(C)(C)C bis[di-t-butyl-(4-dimethylaminophenyl)phosphine] palladium (II)